N-(5-((8-(4-fluoro-2-isopropoxyphenyl)quinazolin-2-yl)amino)-2-methylphenyl)-4-methylpiperazine-1-carboxamide FC1=CC(=C(C=C1)C=1C=CC=C2C=NC(=NC12)NC=1C=CC(=C(C1)NC(=O)N1CCN(CC1)C)C)OC(C)C